C(C1=CC=CC=C1)N1CCC(CC1)C1(NC(=NC=C1C=1C=NN(C1)C)NC1=CC(=CC(=C1)Cl)Cl)N 4-(1-benzylpiperidin-4-yl)-N2-(3,5-dichlorophenyl)-5-(1-methyl-1H-pyrazol-4-yl)pyrimidine-2,4-diamine